(S)-tert-butyl (1-((3-chloro-5-(4,4,5,5-tetramethyl-1,3,2-dioxaborolan-2-yl)pyridin-2-yl)oxy)-2,4-dimethylpentan-2-yl)carbamate ClC=1C(=NC=C(C1)B1OC(C(O1)(C)C)(C)C)OC[C@@](CC(C)C)(C)NC(OC(C)(C)C)=O